C(C)C(COC(C1(CC=C(C=C1)NC)NC)=O)CCCC 1,4-dimethylaminobenzoic acid-2-ethylhexyl ester